O=C1NC(CCC1N1C(C2=CC=CC(=C2C1)C#CCCC1=C(C(=O)N)C=CC=C1)=O)=O (4-(2-(2,6-dioxopiperidin-3-yl)-1-oxoisoindolin-4-yl)but-3-yn-1-yl)benzamide